C(C)N1CC(CCC1)C=1OC=2C(=NC(=CC2)C2=C(C=C(C=C2C)C(F)(F)F)O)N1 2-[2-(1-Ethyl-3-piperidyl)oxazolo[4,5-b]pyridin-5-yl]-3-methyl-5-(trifluoromethyl)phenol